C(CC)C=1C=CC(=NC1)NC([C@H](C)N1CC(CCC1)C1=NC=NN1COCC[Si](C)(C)C)=O (2S)-N-(5-Propylpyridin-2-yl)-2-(3-(1-((2-(trimethylsilyl)ethoxy)methyl)-1H-1,2,4-triazol-5-yl)piperidin-1-yl)propanamide